Tert-Butyl 1-((2-(2,6-dioxopiperidin-3-yl)-1,3-dioxoisoindolin-4-yl)amino)-3,6,9,12,15,18,21,24-octaoxaheptacosan-27-oate O=C1NC(CCC1N1C(C2=CC=CC(=C2C1=O)NCCOCCOCCOCCOCCOCCOCCOCCOCCC(=O)OC(C)(C)C)=O)=O